3-methoxy-4-(((1R,3R)-3-methoxycyclopentyl)amino)-N-(5-(5-methyl-1H-pyrazol-1-yl)-1,3,4-thiadiazol-2-yl)-2-oxo-2H-pyran-6-carboxamide COC=1C(OC(=CC1N[C@H]1C[C@@H](CC1)OC)C(=O)NC=1SC(=NN1)N1N=CC=C1C)=O